3,3-dimethyl-5-(5-(3-methyl-3,8-diazabicyclo[3.2.1]octane-8-carbonyl)-1H-pyrrolo[2,3-b]pyridin-3-yl)isoindolin-1-one CC1(NC(C2=CC=C(C=C12)C1=CNC2=NC=C(C=C21)C(=O)N2C1CN(CC2CC1)C)=O)C